4-[(2-fluoro-3-chlorobenzyl)amino]-2-[(1-methyl-1H-pyrazol-4-yl)amino]pyrimidin-5-carboxamide FC1=C(CNC2=NC(=NC=C2C(=O)N)NC=2C=NN(C2)C)C=CC=C1Cl